2-amino-4,6-dimethylamino-1,3,5-triazine NC1=NC(=NC(=N1)NC)NC